ETHYLAMINOPHENOL C(C)NC1=C(C=CC=C1)O